C(C)(=O)ON=C(C(=O)C1=CC=C(C=C1)SC1=CC=C(C=C1)OCCO)C 1-{4-[4-(2-hydroxyethoxy)phenylsulfanyl]phenyl}propane-1,2-dione 2-(O-acetyloxime)